ClC=1C=CC(=C(C1)C1=CC(=C(N=N1)OCCN(C)C)NC1=CC(=NC=C1)NC(CCN1CCOCC1)=O)F N-(4-{[6-(5-chloro-2-fluorophenyl)-3-[2-(dimethylamino)ethoxy]pyridazin-4-yl]amino}pyridin-2-yl)-3-(morpholin-4-yl)propanamide